1-(4-fluorophenyl)cyclopropane-1-formaldehyde FC1=CC=C(C=C1)C1(CC1)C=O